2-nonadecylamino-1,4-benzoquinone C(CCCCCCCCCCCCCCCCCC)NC=1C(C=CC(C1)=O)=O